ClC1=C(CNC2=NS(C3=C(N2)C(=CC=C3)OC3=C(C=CC=C3)Cl)(=O)=O)C(=CC=C1)C 3-((2-chloro-6-methylbenzyl)amino)-5-(2-chlorophenoxy)-4H-benzo[e][1,2,4]thiadiazine 1,1-dioxide